5-[[(2R)-2-(4,5-dichloro-6-oxo-pyridazin-1-yl)propanoyl]amino]-N-[2-(2-pyridyl)ethyl]-2-(trifluoromethyl)benzamide ClC=1C=NN(C(C1Cl)=O)[C@@H](C(=O)NC=1C=CC(=C(C(=O)NCCC2=NC=CC=C2)C1)C(F)(F)F)C